1-(Cyanomethoxy)-2-methyl-1-oxopropan-2-yl-2-bromo-4-fluoro-5-[3-methyl-2,6-dioxo-4-(trifluoromethyl)-3,6-dihydropyrimidin-1(2H)-yl]benzoate C(#N)COC(C(C)(C)OC(C1=C(C=C(C(=C1)N1C(N(C(=CC1=O)C(F)(F)F)C)=O)F)Br)=O)=O